BrC1=CC=C(C=C1)C1=CC=C(N1C1=C(C=CC=C1)C(F)(F)F)C1=CC(=C(C(=O)NCCN(C)C)C=C1)Cl 4-[5-(4-bromophenyl)-1-[2-(trifluoromethyl)phenyl]pyrrol-2-yl]-2-chloro-N-[2-(dimethylamino)ethyl]benzamide